methyl (S)-6-(4-(1-(tert-butyl)-3-(4-chloro-3-fluorophenyl)-1H-pyrrolo[2,3-b]pyridine-6-carbonyl)-3-methylpiperazin-1-yl)-2,4-dimethylnicotinate C(C)(C)(C)N1C=C(C=2C1=NC(=CC2)C(=O)N2[C@H](CN(CC2)C2=NC(=C(C(=O)OC)C(=C2)C)C)C)C2=CC(=C(C=C2)Cl)F